NC=1C=CC(=C(C1)C=1C2=C(C(N(C1)C)=O)NC=C2)OC2=C(C=C(C=C2)F)F 4-(5-amino-2-(2,4-difluorophenoxy)phenyl)-6-methyl-1,6-dihydro-7H-pyrrolo[2,3-c]pyridin-7-one